4-((cyclopentyloxy)methyl)-6-methylpyridin-2-amine C1(CCCC1)OCC1=CC(=NC(=C1)C)N